C(C)C=1C=C(C=CC1CCCO)N1C(N(C(C1(C)C)=O)C1=CC(=C(C#N)C=C1)C(F)(F)F)=S 4-(3-(3-ethyl-4-(3-hydroxypropyl)phenyl)-4,4-dimethyl-5-oxo-2-thioxoimidazolidin-1-yl)-2-(trifluoromethyl)benzonitrile